ClC1=CC(=C2C(=CN(C2=C1Cl)CCNC(C)=O)C=1C=NNC1)NCCCO N-[2-[6,7-dichloro-4-(3-hydroxypropylamino)-3-(1H-pyrazol-4-yl)indol-1-yl]ethyl]acetamide